(S)-4-chloro-6-methoxy-7-((tetrahydrofuran-3-yl)oxy)quinazoline ClC1=NC=NC2=CC(=C(C=C12)OC)O[C@@H]1COCC1